2-(4-(5-chloro-2-(1H-tetrazol-1-yl)phenyl)-5-methoxy-2-oxopyridin-1(2H)-yl)-N-(4-(dimethylphosphoryl)phenyl)-3-phenylpropionamide ClC=1C=CC(=C(C1)C1=CC(N(C=C1OC)C(C(=O)NC1=CC=C(C=C1)P(=O)(C)C)CC1=CC=CC=C1)=O)N1N=NN=C1